3-(2,4-Dimethylphenyl)sulfonyl-6-methoxy-4H-triazolo[1,5-a]quinazolin-5-one CC1=C(C=CC(=C1)C)S(=O)(=O)C=1N=NN2C1NC(C1=C(C=CC=C21)OC)=O